O1CCOC12CCN(CC2)C=2C=CC(=C1C(=CNC21)C#N)C 7-(1,4-Dioxa-8-azaspiro[4.5]decan-8-yl)-4-methyl-1H-indole-3-carbonitrile